C1[C@@H]([C@H]([C@@H]([C@H]([C@H]1[NH3+])O)O)O)COP(=O)([O-])[O-] The molecule is an organophosphate oxoanion obtained by deprotonation of the phosphate OH groups and protonation of the amino group of validamine 7-phosphate; major species at pH 7.3. It is a conjugate base of a validamine 7-phosphate.